2-(4-cyclopropyl-6-methoxypyrimidin-5-yl)-9-([4-[1-ethyl-4-(trifluoromethyl)imidazol-2-yl]phenyl]methyl)-7H-purin-8-one C1(CC1)C1=NC=NC(=C1C1=NC=C2NC(N(C2=N1)CC1=CC=C(C=C1)C=1N(C=C(N1)C(F)(F)F)CC)=O)OC